N-(8-(4,4-difluoropiperidin-1-yl)imidazo[1,2-a]pyrazin-6-yl)-4-((2-hydroxyethyl)sulfonylamino)-2-(6-azaspiro[2.5]oct-6-yl)benzamide FC1(CCN(CC1)C=1C=2N(C=C(N1)NC(C1=C(C=C(C=C1)NS(=O)(=O)CCO)N1CCC3(CC3)CC1)=O)C=CN2)F